N1=C(C=CC=C1)C1=C(N=NC=2C(=C1)C=CC=1C2N=CN1)CCC(=O)O pyridyl-imidazobenzodiazepinepropionic acid